N-(3-(8-((3S,5R)-5-((dimethylamino)methyl)morpholin-3-yl)-3-(2,2,2-trifluoroethyl)imidazo[1,2-a]pyridin-2-yl)prop-2-yn-1-yl)-2-methoxy-4-(methylsulfonyl)aniline CN(C)C[C@@H]1COC[C@@H](N1)C=1C=2N(C=CC1)C(=C(N2)C#CCNC2=C(C=C(C=C2)S(=O)(=O)C)OC)CC(F)(F)F